ClC1=C(C=C(OCC(=O)NC23C[C@@H](C(CC2)(CC3)C(=O)NCC(=O)C3=CC(=C(C=C3)Cl)F)O)C=C1)F (2S)-4-[2-(4-chloro-3-fluorophenoxy)acetamido]-N-[2-(4-chloro-3-fluorophenyl)-2-oxoethyl]-2-hydroxy-bicyclo[2.2.2]octane-1-carboxamide